C(#C)C=1C=C(C=C2C=CC(=C(C12)F)F)OCOC 8-ethynyl-1,2-difluoro-6-(methoxymethoxy)naphthalene